N-(5-(Pyrrolidin-1-ylmethyl)thiazol-2-yl)acetamide N1(CCCC1)CC1=CN=C(S1)NC(C)=O